N-[(1R)-1-[3-amino-5-(trifluoromethyl)phenyl]ethyl]-1-(2,4-difluorophenyl)-6-oxo-pyridazine-3-carboxamide NC=1C=C(C=C(C1)C(F)(F)F)[C@@H](C)NC(=O)C1=NN(C(C=C1)=O)C1=C(C=C(C=C1)F)F